NCC=1C=CC(=C(C(=O)NC(C)C2=CC(=CC(=C2)C=2SC=CN2)C=2C=NN(C2)C)C1)C 5-(aminomethyl)-2-methyl-N-(1-(3-(1-methyl-1H-pyrazol-4-yl)-5-(thiazol-2-yl)phenyl)ethyl)benzamide